3-(2-(4-benzoylpiperazin-1-yl)ethyl)benzo[d][1,2,3]triazin-4(3H)-one C(C1=CC=CC=C1)(=O)N1CCN(CC1)CCN1N=NC2=C(C1=O)C=CC=C2